CC1=CC(=C(C=C1C)N1/C(/SCC1=O)=N/C(=O)NC1=C(C=C(C=C1)C1=NN(C=N1)C1=CC=C(C=C1)OC)F)COCC(F)(F)F (Z)-1-(3-(4,5-dimethyl-2-((2,2,2-trifluoroethoxy)methyl)phenyl)-4-oxothiazolidin-2-ylidene)-3-(2-fluoro-4-(1-(4-methoxyphenyl)-1H-1,2,4-triazol-3-yl)phenyl)urea